O1NC=CC12C1=CC=CC=C1C=1C=CC=CC12 spiro[fluorene-9,5'-isoxazole]